decen-8-one C=CCCCCCC(CC)=O